2-[(4-hydroxy-piperidin-1-yl)-6-(4-dimethylmethyl-piperazin-1-yl)-pyrimidin-2-ylamino]-4-methyl-thiazole-5-carboxylic acid ethyl ester C(C)OC(=O)C1=C(N=C(S1)N(C1=NC(=CC=N1)N1CCN(CC1)C(C)C)N1CCC(CC1)O)C